C1(=CC=C(C=C1)N(C1=CC=C(C=C1)C1=CC=CC=C1)C1=CC=2C3(C4=CC=CC=C4C2C=C1)C1=CC=CC=C1C=1C=CC(=CC13)N(C1=CC=C(C=C1)C1=CC=CC=C1)C1=CC=C(C=C1)C1=CC=CC=C1)C1=CC=CC=C1 2,2'-bis[N,N-bis(biphenyl-4-yl)amino]9,9-spirobifluorene